Sodium (5S,8S,11S)-12-hydroxy-8-isobutyl-5-(naphthalen-1-ylmethyl)-3,6,9-trioxo-11-(((S)-2-oxopiperidin-3-yl)methyl)-1-phenyl-2-oxa-4,7,10-triazadodecane-12-sulfonate OC([C@@H](NC([C@@H](NC([C@@H](NC(OCC1=CC=CC=C1)=O)CC1=CC=CC2=CC=CC=C12)=O)CC(C)C)=O)C[C@H]1C(NCCC1)=O)S(=O)(=O)[O-].[Na+]